(1R,3R)-3-(4,4-diethyl-2-imino-6-oxo-hexahydropyrimidin-1-yl)-N-[(3S,4R)-3-hydroxy-2,2-dimethyl-chroman-4-yl]-1-methoxy-indane-5-carboxamide C(C)C1(NC(N(C(C1)=O)[C@@H]1C[C@H](C2=CC=C(C=C12)C(=O)N[C@H]1[C@@H](C(OC2=CC=CC=C12)(C)C)O)OC)=N)CC